(S)-2-(((cyclohexyloxy)carbonyl)amino)-4-(cyclopropyl(4-(5,6,7,8-tetrahydro-1,8-naphthyridin-2-yl)butyl)amino)butanoic acid C1(CCCCC1)OC(=O)N[C@H](C(=O)O)CCN(CCCCC1=NC=2NCCCC2C=C1)C1CC1